O[C@](C=1C=C(C=NC1)C1=NOC=N1)(C1=CC=C(C=C1)C(C)C)C1(CN(C1)C(C)C)C 3-{5-[(R)-Hydroxy-(1-isopropyl-3-methyl-azetidin-3-yl)-(4-isopropyl-phenyl)-methyl]-pyridin-3-yl}-[1,2,4]oxadiazol